FC1=C(C=CC(=C1)F)N1C(=NN=C1SC)CCCO 3-(4-(2,4-difluorophenyl)-5-(methylthio)-4H-1,2,4-triazol-3-yl)propan-1-ol